BrC=1C=CC=C2C(=C(C(N(C12)C)=O)C#N)N1CCC(CC1)(C=1OC2=C(N1)C(=C(C=C2)C)C(F)(F)F)C 8-bromo-1-methyl-4-{4-methyl-4-[5-methyl-4-(trifluoromethyl)-1,3-benzoxazol-2-yl]piperidin-1-yl}-2-oxo-1,2-dihydroquinoline-3-carbonitrile